C(C)/C(/CCC(CCO)C)=C\C (E)-6-ethyl-3-methylocta-6-en-1-ol